2-((tosyloxy)methyl)piperidine-1-carboxylate S(=O)(=O)(C1=CC=C(C)C=C1)OCC1N(CCCC1)C(=O)[O-]